C(#N)C=1C(=CC2=C(N(C([C@H](CS2(=O)=O)NC(OC(C)(C)C)=O)=O)CC2=NC=C(C=C2)OC(C)C)C1)F tert-butyl N-[(3R)-7-cyano-8-fluoro-5-[(5-isopropoxy-2-pyridyl)methyl]-1,1,4-trioxo-2,3-dihydro-1λ6,5-benzothiazepin-3-yl]carbamate